3,5-difluoro-3-methylpiperidin-4-ol trifluoroacetate FC(C(=O)O)(F)F.FC1(CNCC(C1O)F)C